BrC=1C(=C(C(=C2C=NNC12)C=1C=CC=2N(C1)C=C(N2)NC(=O)C2C(C2)F)Cl)F N-(6-(7-bromo-5-chloro-6-fluoro-1H-indazol-4-yl)imidazo[1,2-a]pyridin-2-yl)-2-fluorocyclopropane-1-carboxamide